BrC1=CC2=C(N=C(NC2=O)C)N=C1Cl 6-bromo-7-chloro-2-methyl-3H-pyrido[2,3-d]pyrimidin-4-one